C(C)(C)(C)OC(=O)N1C2(CC2)CN(CC1)C=1N=NC(=CC1)Cl 7-(6-chloropyridazin-3-yl)-4,7-diazaspiro[2.5]-octane-4-carboxylic acid tert-butyl ester